Cl.NC(CCCCCC(=O)C1=NOC=C1)C1=NOC(=C1)C=1C=C2C=CC(=NC2=CC1OC)C 7-amino-1-(isoxazol-3-yl)-7-(5-(7-methoxy-2-methylquinolin-6-yl)isoxazol-3-yl)heptan-1-one hydrochloride